C1(=CC=CC=C1)C(COC)CC(COC)C1=CC=CC=C1 2,4-diphenyl-1,5-Dimethoxypentane